ClC1=CC(=C(C=C1)C1=CC(=NC(=C1)C1CC1)NC(=O)C=1C(N(C=C(C1)CNCC(C)C)C)=O)C(=O)N1CC(C1)(F)F N-[4-[4-chloro-2-(3,3-difluoroazetidine-1-carbonyl)phenyl]-6-cyclopropylpyridin-2-yl]-1-methyl-5-[(2-methylpropylamino)methyl]-2-oxopyridine-3-carboxamide